OC(CO)C1C(OCC1)=O (1,2-dihydroxyethyl)-3,4-dihydrofuran-2(5H)-one